5-chloro-2-(difluoromethyl)-N-((1r,4r)-4-((3-(5-fluoropyridin-2-yl)-3-hydroxy-2-oxo-6-(trifluoromethyl)indolin-1-yl)methyl)cyclohexyl)nicotinamide ClC=1C=NC(=C(C(=O)NC2CCC(CC2)CN2C(C(C3=CC=C(C=C23)C(F)(F)F)(O)C2=NC=C(C=C2)F)=O)C1)C(F)F